4-(9-carbazolyl)phenyl-boric acid C1=CC=CC=2C3=CC=CC=C3N(C12)C1=CC=C(C=C1)OB(O)O